pentaerythritol tetrakis[beta-(3,5-di-tert-butyl-4-hydroxy phenyl) propionate] C(C)(C)(C)C=1C=C(C=C(C1O)C(C)(C)C)CCC(=O)OCC(COC(CCC1=CC(=C(C(=C1)C(C)(C)C)O)C(C)(C)C)=O)(COC(CCC1=CC(=C(C(=C1)C(C)(C)C)O)C(C)(C)C)=O)COC(CCC1=CC(=C(C(=C1)C(C)(C)C)O)C(C)(C)C)=O